1-methyl-N-(5-((1s,3s)-3-(4-(trifluoromethyl)phenyl)cyclobutoxy)-1H-indol-3-yl)-1H-pyrazole-5-carboxamide CN1N=CC=C1C(=O)NC1=CNC2=CC=C(C=C12)OC1CC(C1)C1=CC=C(C=C1)C(F)(F)F